NC1=NC(=C(C=C1C=1C=C2CCNC(C2=CC1)=O)C1=CC=C(C=C1)N1CCOCC1)F 6-(2-amino-6-fluoro-5-(4-morpholinophenyl)pyridin-3-yl)-3,4-dihydroisoquinolin-1(2H)-one